1-allyl-4-(phenyl-carbonyl)benzene C(C=C)C1=CC=C(C=C1)C(=O)C1=CC=CC=C1